FC1=C(C(=CC(=C1)O)F)C=1C2=C(N(C1C=1C(=NOC1C)C)C(N)=NO)CCC2 3-(2,6-difluoro-4-hydroxyphenyl)-2-(3,5-dimethylisoxazol-4-yl)-N'-hydroxy-5,6-dihydrocyclopenta[b]pyrrole-1(4H)-carboximidamide